ClC1=NC=2N(C(=C1)N(C([2H])([2H])[2H])CC1=CC=C(C=C1)OC)N=CC2[N+](=O)[O-] 5-chloro-N-(4-methoxybenzyl)-N-(methyl-d3)-3-nitropyrazolo[1,5-a]pyrimidin-7-amine